6-ethyl-2-cresol C(C)C=1C=CC=C(C1O)C